NC1=C(C2=C(C=CC=C2C=C1S(=O)(=O)O)O)O 2-amino-1,8-Dihydroxy-naphthalen-3-sulfonic acid